C1(=CC=C(C=C1)C[C@H](C[C@@H](C)C(=O)OCC)NC(=O)CCC(=O)[O-])C1=CC=CC=C1 3-((1S,3R)-1-biphenyl-4-ylmethyl-3-ethoxycarbonyl-1-butyl carbamoyl)propionate